2,5-diphenyl-pyrazine C1(=CC=CC=C1)C1=NC=C(N=C1)C1=CC=CC=C1